OC1=C(C(=CC(=C1)CO)C)C1=CC=C2C=CC(=NC2=N1)C1CN(CCC1)C(=O)OCC1=CC=CC=C1 benzyl 3-[7-[2-hydroxy-4-(hydroxymethyl)-6-methyl-phenyl]-1,8-naphthyridin-2-yl]piperidine-1-carboxylate